Cl.NCC=1C(NC(=CC1C)C)=O 3-(aminomethyl)-4,6-dimethyl-1H-pyridin-2-one hydrochloride